COCCNCC1=CC=C(C=C1)C#CC(C)C 4-(4-(((2-methoxyethyl)amino)methyl)phenyl)-2-methylbut-3-yn